FC1(C(C1)CC=1C=C(C(=C(C1)N1C[C@@H](N(CC1)CC=1N=NC=CC1)C)C=1N=NNN1)F)F 3-(((2S)-4-(5-((2,2-difluorocyclopropyl)methyl)-3-fluoro-2-(2H-tetrazol-5-yl)phenyl)-2-methylpiperazin-1-yl)methyl)pyridazine